4-(2-amino-4-methyl-3-(2-methylquinolin-6-yl)benzoyl)-1-methyl-2,5-diphenyl-1H-pyrazol-3(2H)-one NC1=C(C(=O)C=2C(N(N(C2C2=CC=CC=C2)C)C2=CC=CC=C2)=O)C=CC(=C1C=1C=C2C=CC(=NC2=CC1)C)C